CN1C(=C(C2=CC(=CC=C12)C(=O)OCC)C(=O)OCC)CSC1=CC=C(C=C1)C diethyl 1-methyl-2-[(p-tolylthio) methyl]-1H-indole-3,5-dicarboxylate